(tert-butoxycarbonylamino)cyclopropylmethanol C(C)(C)(C)OC(=O)NC(O)C1CC1